O=C1CC[C@H](N1)COC(N[C@@H]1CCCC2=CC(=CC=C12)B1OC(C(O1)(C)C)(C)C)=O (((S)-5-oxopyrrolidin-2-yl)methyl)((R)-6-(4,4,5,5-tetramethyl-1,3,2-dioxaborolan-2-yl)-1,2,3,4-tetrahydronaphthalen-1-yl)carbamate